C(=O)O.ClC1=CC(=C(C=C1)N1CCC2(CC1)C=1C=CC(=NC1CN(C2)C[C@@H]2NCCC2)C2=C(C=CC=C2)OCC)S(=O)(=O)C 1'-(4-chloro-2-methylsulfonylphenyl)-2-(2-ethoxyphenyl)-7-[[(2R)-pyrrolidin-2-yl]methyl]spiro[6,8-dihydro-1,7-naphthyridine-5,4'-piperidine] formate salt